O[C@H](COC=1C=C(C=CC1)S(=O)(=O)NC)CN[C@H]1COC2(C1)CCN(CC2)S(=O)(=O)C2=CC=1OCCN(C1N=C2)C 3-((S)-2-hydroxy-3-((R)-8-(4-methyl-3,4-dihydro-2H-pyrido[3,2-b][1,4]oxazin-7-ylsulfonyl)-1-oxa-8-azaspiro[4.5]dec-3-ylamino)propoxy)-N-methylbenzenesulfonamide